1-propyl-2-methylpyrrolidine acetate C(C)(=O)O.C(CC)N1C(CCC1)C